OCCNC(O[C@@H]1CC[C@H](CC1)C(N(C[C@@H]1CC[C@H](CC1)C=1C=NC(=CC1)N(C)C)C1=CC(=CC=C1)C=1C=NN(C1)C1CC1)=O)=O trans-4-((3-(1-Cyclopropyl-1H-pyrazol-4-yl)phenyl)((trans-4-(6-(dimethylamino) pyridin-3-yl)cyclohexyl)methyl) carbamoyl)cyclohexyl (2-hydroxyethyl)carbamate